ClC=1C=NC(=NC1)[C@H]([C@H](C)S(=O)(=O)NC1=NN=C(N1C=1C(=NC=NC1OC)OC)[C@@H]1CC12CC2)OC (1R,2S)-1-(5-chloropyrimidin-2-yl)-N-(4-(4,6-dimethoxypyrimidin-5-yl)-5-((R)-spiro[2.2]pentan-1-yl)-4H-1,2,4-triazol-3-yl)-1-methoxypropane-2-sulfonamide